((4-chloro-2-fluorophenyl)amino)-1-methyl-4-((1-(methylsulfonyl)indol-4-yl)oxy)-6-oxo-1,6-dihydropyridine-3-carboxamide ClC1=CC(=C(C=C1)NC=1N(C(C=C(C1C(=O)N)OC1=C2C=CN(C2=CC=C1)S(=O)(=O)C)=O)C)F